C(C1=CC=CC=C1)N1C=2C=CC=C(C2C=2C(=CC=C(C12)OC)NS(=O)(=O)C)C(=O)N 9-benzyl-4-methanesulfonamido-methoxy-carbazole-5-carboxamide